C(#N)C=1C=CC(=NC1)C=1C(=NC=CN1)C(C)NC(C1=CC(=CC(=C1)C(F)(F)F)C1(CC1)OC)=O N-[1-[3-(5-cyano-2-pyridinyl)pyrazin-2-yl]ethyl]-3-(1-methoxycyclopropyl)-5-(trifluoromethyl)benzamide